C12OCC(N(C1)C1=NC(=CC(=C1)N1CCN(CC1)C(=O)OC(C)(C)C)Cl)C2 tert-butyl 4-(2-(2-oxa-5-azabicyclo[2.2.1]heptan-5-yl)-6-chloropyridin-4-yl)piperazine-1-carboxylate